1-methyl-2-((6-(trifluoromethyl)benzo[d]oxazol-2-yl)amino)-1H-benzo[d]imidazole-5-carboxylic acid CN1C(=NC2=C1C=CC(=C2)C(=O)O)NC=2OC1=C(N2)C=CC(=C1)C(F)(F)F